3-(isoxazol-5-yl)-5'-methyl-4-pentyl-2'-(prop-1-en-2-yl)-1',2',3',4'-tetrahydro-[1,1'-biphenyl]-2,6-diol O1N=CC=C1C1=C(C(=C(C=C1CCCCC)O)C1C(CCC(=C1)C)C(=C)C)O